N[C@H](C(=O)O)CCP(=O)(OC)OO L-2-amino-4-[hydroxy(methyl)-phosphono]butanoic acid